ClC=1C=C(CCN2C[C@@H](CC2)O)C=CC1C=1N(C2=NC=NC(=C2N1)OC1(CC1)C)CC1=NC=CC(=C1)C (R)-1-(3-chloro-4-(6-(1-methylcyclopropoxy)-9-((4-methylpyridin-2-yl)methyl)-9H-purin-8-yl)phenethyl)pyrrolidin-3-ol